[I-].FC1=CC=C(C=C1)CCN 4-fluorophenylethylamine iodide salt